C(#N)C=1C=C(CO[C@H](C(=O)N(CCCCCCCCCCCCCCCCCC)C)CO)C=C(C1)F (S)-2-((3-cyano-5-fluorobenzyl)oxy)-3-hydroxy-N-methyl-N-octadecylpropanamide